(1S,2R)-2-((S)-5-Chloro-8-(imidazo[1,2-a]pyrimidin-2-ylmethoxy)-1-((2-oxopyrrolidin-1-yl)methyl)-1,2,3,4-tetrahydro-isoquinoline-2-carbonyl)cyclohexane-1-carboxylic acid ClC1=C2CCN([C@@H](C2=C(C=C1)OCC=1N=C2N(C=CC=N2)C1)CN1C(CCC1)=O)C(=O)[C@H]1[C@H](CCCC1)C(=O)O